Cl.Cl.[C@H]12CN(C[C@H](CC1)N2)C=2C1=C(N=C(N2)OC[C@@]23CCCN3C[C@H](C2)F)C(=C(N=C1)C1=CC(=CC2=CC=CC=C12)O)F 4-(4-((1R,5S)-3,8-diazabicyclo[3.2.1]octan-3-yl)-8-fluoro-2-(((2S,7aR)-2-fluorotetrahydro-1H-pyrrolizin-7a(5H)-yl)methoxy)pyrido[4,3-d]pyrimidin-7-yl)naphthalen-2-ol dihydrochloride